3-(α,α-dimethylbenzyl)-6-ethylsalicylic acid CC(C1=CC=CC=C1)(C)C1=C(C(C(=O)O)=C(C=C1)CC)O